(9z,12e)-octadec-9,12-dienoic acid C(CCCCCCC\C=C/C\C=C\CCCCC)(=O)O